(2,6-Dichloropyridin-4-yl)methyl (S)-2-(methylamino)butanoate hydrochloride Cl.CN[C@H](C(=O)OCC1=CC(=NC(=C1)Cl)Cl)CC